FC1=C2C(CC(C2=C(C=C1F)F)=O)=O 4,5,7-trifluoro-1H-indene-1,3(2H)-dione